3,4,5-trifluorophenylboric acid FC=1C=C(C=C(C1F)F)OB(O)O